OC1=C(C(=O)C2=CC=C(C=C2)C(C)(C)C)C=CC(=C1)OC 2-hydroxy-4-methoxy-4'-tertiary-butylbenzophenone